5-nitro-7,8-dihydrothieno[2,3-e]benzofuran-3(2H)-one-1,1-dioxide [N+](=O)([O-])C1=CC2=C(C=3CCOC31)S(CC2=O)(=O)=O